C(C)(C)(C)C=1C(=C(C=CC1)C1=CC=CC=C1)Cl tert-butylchlorobiphenyl